2-[(4-bromo-1H-indol-2-yl)carbonyl]hexahydropyrrolo[1,2-a]pyrazin-6(2H)-one BrC1=C2C=C(NC2=CC=C1)C(=O)N1CC2N(CC1)C(CC2)=O